4-((5'S,7a'R)-5'-(3,5-difluorophenyl)-3'-oxo-tetrahydro-3'H-spiro[piperidine-4,2'-pyrrolo-[2,1-b]oxazole]-1-carbonyl)-3-fluorobenzonitrile FC=1C=C(C=C(C1)F)[C@@H]1CC[C@H]2OC3(C(N21)=O)CCN(CC3)C(=O)C3=C(C=C(C#N)C=C3)F